3-(4-bromo-2-hydroxyphenyl)acrolein BrC1=CC(=C(C=C1)C=CC=O)O